NC1=C(N=C(O1)C1=C(C=CC=C1Cl)Cl)C#N 5-amino-2-(2,6-dichlorophenyl)-oxazole-4-carbonitrile